(3Z)-1-bromo-12,12-diheptyloxy-3-dodecene BrCC\C=C/CCCCCCCC(OCCCCCCC)OCCCCCCC